(17Z)-N,N-dimethylhexacosa-17-en-9-amine CN(C(CCCCCCCC)CCCCCCC\C=C/CCCCCCCC)C